tert-butyl (3-(5-(2-fluoro-3-nitrophenyl)-2-methyl-2H-1,2,3-triazol-4-yl)oxetan-3-yl)carbamate FC1=C(C=CC=C1[N+](=O)[O-])C=1C(=NN(N1)C)C1(COC1)NC(OC(C)(C)C)=O